4-((4-morpholino-6-((5-(5-phenyl-1,3,4-oxadiazol-2-yl)thiazol-2-yl)amino)pyrimidin-2-yl)Amino)adamantane-1-ol O1CCN(CC1)C1=NC(=NC(=C1)NC=1SC(=CN1)C=1OC(=NN1)C1=CC=CC=C1)NC1C2CC3(CC(CC1C3)C2)O